5-propyl-2-[3-(trifluoromethyl)phenyl]-3H-imidazo[2,1-b]purin-4-one C(CC)N1C=2N(C=3N=C(NC3C1=O)C1=CC(=CC=C1)C(F)(F)F)C=CN2